ClC1=CC=C(C=N1)C1CC[C@@H]2N1CC(NC2)=O (8aS)-6-(6-chloropyridin-3-yl)hexahydropyrrolo[1,2-a]pyrazin-3(4H)-one